CC(C)CC(C)C1=C(C=CS1)NC(=O)C2=CN(N=C2C(F)(F)F)C The molecule is an aromatic amide obtained by formal condensation of the carboxy group of 1-methyl-3-(trifluoromethyl)pyrazole-4-carboxylic acid with the amino group of 2-(4-methylpentan-2-yl)thiophen-3-amine. It is an aromatic amide, an organofluorine compound, a member of pyrazoles and a member of thiophenes.